2-[(3-isopropylidene-2,2-dimethyl-cyclobutyl)methoxy]tetrahydropyran C(C)(C)=C1C(C(C1)COC1OCCCC1)(C)C